C(C)C1=C(C=CC(=C1)CN1CCC(CC1)S(=O)(=O)C)C1=CC=C(C=C1)C(C(F)(F)F)(C(F)(F)F)O 2-(2'-ethyl-4'-((4-(methylsulfonyl)piperidin-1-yl)methyl)-[1,1'-biphenyl]-4-yl)-1,1,1,3,3,3-hexafluoropropan-2-ol